N,N-bis[3-(dimethylamino)propyl]-N',N'-dimethylpropan-1,3-diamin CN(CCCN(CCCN(C)C)CCCN(C)C)C